Cl.Cl.CNCCC1=CNC=N1 N-methyl-histamine dihydrochloride